COCCNC(=O)C1=CC2=C(N(C(=N2)NC=2SC3=C(N2)CCCC3)C)C=C1 N-(2-methoxyethyl)-1-methyl-2-((4,5,6,7-tetra-hydrobenzo[d]thiazol-2-yl)amino)-1H-benzo-[d]imidazole-5-carboxamide